CS(=O)(=O)C1=CC=C(N)C=C1 4-methanesulfonyl-aniline